BrC1=C(C(=CC2=C(N(N=C12)C)C1=CC(CC1)=O)NC(C1=CC(=CC(=C1)C(F)(F)F)F)=O)C(C1=C(C=CC(=C1)F)Cl)=O N-(7-bromo-6-(2-chloro-5-fluorobenzoyl)-2-methyl-3-(3-oxocyclopent-1-en-1-yl)-2H-indazol-5-yl)-3-fluoro-5-(trifluoromethyl)benzamide